N-stearyl-dimethylamine oxide C(CCCCCCCCCCCCCCCCC)[N+](C)(C)[O-]